2-Cyclopropyl-N-(4,4-dimethyl-pentyl)-4-methyl-6-morpholin-4-yl-pyridine-3-carboxylic acid amide C1(CC1)C1=NC(=CC(=C1C(=O)NCCCC(C)(C)C)C)N1CCOCC1